Cl.N[C@H](C(=O)O)CC1=CC=C(C=C1)C1=NOC(=N1)C1=CC(=CC=C1)OC (S)-2-amino-3-(4-(5-(3-methoxyphenyl)-1,2,4-oxadiazol-3-yl)phenyl)propanoic acid hydrochloride